4,4'-Methylen-bis(cyclohexylamin) C(C1CCC(CC1)N)C1CCC(CC1)N